CC=1SCCN1 4,5-dihydro-2-methylthiazole